10-[5-[(2R)-2-(2,5-difluorophenyl)pyrrolidin-1-yl]pyrazolo[1,5-a]pyrimidin-3-yl]dec-9-yn-1-ol FC1=C(C=C(C=C1)F)[C@@H]1N(CCC1)C1=NC=2N(C=C1)N=CC2C#CCCCCCCCCO